1-(2-fluoro-1-phenylethyl)piperidin FCC(C1=CC=CC=C1)N1CCCCC1